O1C2=C(OC[C@@H]1COC1=CC=C(C=C1)[C@H](CC(=O)OC)C#CC)C=CC=C2 methyl (S)-3-(4-(((S)-2,3-dihydrobenzo[b][1,4]dioxin-2-yl) methoxy) phenyl)-4-hexynoate